2-aminoimidazo[1,2-A]pyridine NC=1N=C2N(C=CC=C2)C1